O1NC=CCC1C(=O)OC(C)(C)C t-butyl oxazine-6(5H)-carboxylate